1-(3-chloro-6,6a,7,8,9,10-hexahydrodipyrido[3,2-b:1',2'-d][1,4]oxazin-8-yl)-4,4-dimethyl-2-oxopyrrolidin ClC1=CC=2OCC3N(C2N=C1)CCC(C3)N3C(CC(C3)(C)C)=O